OC=1C=C(C=CC1)C1=CC=C(C2=CC=CC=C12)C=O 4-(3-Hydroxyphenyl)naphthalene-1-carbaldehyde